2-(pyridin-3-yl)-6-(2,6-diazaspiro[3.4]octane-6-yl)-N-(4-(trifluoromethoxy)pyridin-2-yl)pyrimidin-4-amine N1=CC(=CC=C1)C1=NC(=CC(=N1)NC1=NC=CC(=C1)OC(F)(F)F)N1CC2(CNC2)CC1